2,7-dihydroxy-9h-fluoren-9-one OC1=CC=2C(C3=CC(=CC=C3C2C=C1)O)=O